2,2'-azinobis(3-ethylbenzothiazoline-6-sulfonic acid) diammonium salt [NH4+].[NH4+].N(N=C1SC2=C(N1CC)C=CC(=C2)S(=O)(=O)[O-])=C2SC1=C(N2CC)C=CC(=C1)S(=O)(=O)[O-]